FC=1C=C(C=NC1OC)CN1CC(=CC1)C1=CC=C(C=N1)C=1C=2N(C=C(C1)OCCO)N=CC2C#N 4-(6-(1-((5-Fluoro-6-methoxypyridin-3-yl)methyl)-2,5-dihydro-1H-pyrrol-3-yl)pyridin-3-yl)-6-(2-hydroxyethoxy)pyrazolo[1,5-a]pyridine-3-carbonitrile